(2R,6R)-6-methyl-N-[(1-methyl-2-piperidinyl)methyl]-4-[8-(trifluoromethyl)-5-quinolinyl]morpholine-2-carboxamide C[C@H]1O[C@H](CN(C1)C1=C2C=CC=NC2=C(C=C1)C(F)(F)F)C(=O)NCC1N(CCCC1)C